FC1(CC(C1)OC1=CC=C(C=N1)CNC=1N=C2N([C@H](C(N3C2=C(N1)CCC3)=O)C)C)F (S)-2-(((6-(3,3-difluorocyclobutoxy)pyridin-3-yl)methyl)amino)-4,5-dimethyl-4,5,9,10-Tetrahydro-6H,8H-pyrido[3,2,1-de]pteridin-6-one